C(#N)C(NC(=O)[C@@H]1[C@H]2C([C@H]2CN1C([C@H]([C@@H](C)OC)NC(C(F)(F)F)=O)=O)(C)C)C1=C2C(=CN=C1)SC=C2C#C (1R,2S,5S)-N-[cyano-(3-ethynylthieno[2,3-c]pyridin-4-yl)methyl]-3-[(2S,3R)-3-methoxy-2-[(2,2,2-trifluoroacetyl)amino]butanoyl]-6,6-dimethyl-3-azabicyclo[3.1.0]hexane-2-carboxamide